9-(2-bromo-6-phenylpyrimidin-4-yl)-9H-carbazole BrC1=NC(=CC(=N1)N1C2=CC=CC=C2C=2C=CC=CC12)C1=CC=CC=C1